(6-(2H-1,2,3-triazol-2-yl)-5-(trifluoromethyl)pyridin-3-yl)-8-bromo-2,3-dihydro-4H-benzo[b][1,4]oxazine-4-carboxamide N=1N(N=CC1)C1=C(C=C(C=N1)C1CN(C2=C(O1)C(=CC=C2)Br)C(=O)N)C(F)(F)F